FC1=NN(C=C1)C=1C=CC2=C(C1)COC1=NC(=CC=C12)OC1C[C@H]2CC[C@@H](C1)N2C(=O)OC(C)(C)C tert-butyl (1R,3R,5S)-3-{[8-(3-fluoropyrazol-1-yl)-6H-isochromeno[3,4-b]pyridin-3-yl]oxy}-8-azabicyclo[3.2.1]octane-8-carboxylate